6-chloro-N-[3,6-difluoro-5-(2-fluoroethoxy)pyridin-2-yl]-7-(trifluoromethoxy)-1H-indole-3-sulfonamide ClC1=CC=C2C(=CNC2=C1OC(F)(F)F)S(=O)(=O)NC1=NC(=C(C=C1F)OCCF)F